2-CHLORO-4,6-DIFLUORO-PHENYLISOCYANIDE ClC1=C(C(=CC(=C1)F)F)[N+]#[C-]